N-(4-chloro-6-(4-fluorophenyl)-5-(4-methylquinazolin-6-yl)pyridin-2-yl)morpholine-4-carboxamide ClC1=CC(=NC(=C1C=1C=C2C(=NC=NC2=CC1)C)C1=CC=C(C=C1)F)NC(=O)N1CCOCC1